C(CCCCCCCCC)NCCCCCCN N-decylhexane-1,6-diamine